C(C)(C)N1NNC=C1 N-isopropyl-2H-triazole